C(#N)CC(=O)[SiH3] cyanoacetyl-silane